OC1=CC=C2C(=C(NC2=C1)C(=O)N1CCC(CC1)C=1C=C2CN(C(C2=CC1)=O)C1C(NC(CC1)=O)=O)C 3-(5-(1-(6-Hydroxy-3-methyl-1H-indole-2-carbonyl)piperidin-4-yl)-1-oxoisoindolin-2-yl)piperidine-2,6-dione